5-(4,4,5,5-tetramethyl-1,3,2-dioxaborolan-2-yl)-1,2,3,6-tetrahydropyridine hydrochloride Cl.CC1(OB(OC1(C)C)C1=CCCNC1)C